6-Isopropoxybenzo[d]thiazol-2-amin C(C)(C)OC1=CC2=C(N=C(S2)N)C=C1